CC(C)(OC1=NC(=NC(=C1C(F)(F)F)OC)C1=NC=C(C=C1)C)C 4-(1,1-dimethylethoxy)-6-methoxy-2-(5-methyl-2-pyridinyl)-5-trifluoromethylpyrimidine